ClC1=C(C(=C(C=C1OC)OC)Cl)C1=CC2=C(N=C(N=C2)N[C@H]2[C@H](CN(C2)C=2C=NN(C2)C)NC(C=C)=O)C(=N1)NC1COC1 N-((3S,4R)-4-((6-(2,6-dichloro-3,5-dimethoxyphenyl)-8-(oxetan-3-ylamino)pyrido[3,4-d]pyrimidin-2-yl)amino)-1-(1-methyl-1H-pyrazol-4-yl)pyrrolidin-3-yl)acrylamide